BrC1=CC(=CC(=C1)OC1CCC(CC1)C(F)(F)F)Cl 1-bromo-3-chloro-5-{[(1r,4r)-4-(trifluoromethyl)cyclohexyl]-oxy}benzene